N-(2-chloro-6-methylphenyl)-2-({6-[4-(2-hydroxyethyl)piperazin-1-yl]-2-methylpyrimidin-4-yl}amino)-1,3-thiazole-5-carboxamide ClC1=C(C(=CC=C1)C)NC(=O)C1=CN=C(S1)NC1=NC(=NC(=C1)N1CCN(CC1)CCO)C